C(C)(C)(C)OC(=O)NC=1C(=NC(=C(C1)C(F)(F)F)C(CCC=C)O)C(=O)OC Methyl 3-(tert-butoxycarbonylamino)-6-(1-hydroxypent-4-enyl)-5-(trifluoromethyl)pyridine-2-carboxylate